N-(4-isopropoxy-2-methylphenyl)quinolin-2-amine C(C)(C)OC1=CC(=C(C=C1)NC1=NC2=CC=CC=C2C=C1)C